3,4-dibromofuran-2(5H)-one BrC=1C(OCC1Br)=O